C(=CC1=CC=CC=C1)[P] styryl-phosphorus